FC1([C@H]2[C@@H](C3=C1N(N=C3C(F)(F)F)CC(=O)OCC)C2)F Ethyl 2-((3bS,4aR)-5,5-difluoro-3-(trifluoromethyl)-3b,4,4a,5-tetrahydro-1H-cyclopropa[3,4]cyclopenta[1,2-c]pyrazol-1-yl)acetate